(2S)-N-[(1S)-1-cyano-2-(4-{3-[2-(dimethylamino)ethyl]-2-oxo-2,3-dihydro-1,3-benzoxazol-5-yl}phenyl)ethyl]-1,4-oxaazepan-2-carboxamide C(#N)[C@H](CC1=CC=C(C=C1)C=1C=CC2=C(N(C(O2)=O)CCN(C)C)C1)NC(=O)[C@H]1OCCCNC1